BrC=1N=C(C=2N(C(C=C(N2)C)=O)C1)SC 7-bromo-2-methyl-9-(methylthio)-4H-pyrazino[1,2-a]pyrimidin-4-one